6-(4-(7-cyclopropoxy-2-methyl-2H-indazol-4-yl)-2,6-difluorobenzyl)-6,7-dihydro-5H-pyrrolo[3,4-b]pyridin-5-one-7,7-d2 C1(CC1)OC1=CC=C(C2=CN(N=C12)C)C1=CC(=C(CN2C(C3=NC=CC=C3C2=O)([2H])[2H])C(=C1)F)F